B(O)(O)OC1=C(C2=CC=CC=C2C=C1)C3=CC=CC4=CC=CC=C43 binaphthol borate